FC(C(=C(F)F)Br)(C)F tetrafluoromonobromobutene